C(N)(OCCSC)=O 2-Methylthioethyl Carbamate